tert-butyl 4-(3-amino-4-chloro-1H-indazol-6-yl)piperazine-1-carboxylate NC1=NNC2=CC(=CC(=C12)Cl)N1CCN(CC1)C(=O)OC(C)(C)C